N-(4-aminobut-2-ynyl)-4-nitro-N-propyl-benzenesulfonamide NCC#CCN(S(=O)(=O)C1=CC=C(C=C1)[N+](=O)[O-])CCC